6-fluoro-5-[4-[(5-fluoro-2-methyl-3-oxo-4H-quinoxalin-6-yl)methyl]piperazin-1-yl]-N-methyl-pyridine-2-carboxamide mesylate salt S(C)(=O)(=O)O.FC1=C(C=CC(=N1)C(=O)NC)N1CCN(CC1)CC=1C(=C2NC(C(=NC2=CC1)C)=O)F